1,1,3-tris(2-methyl-4-hydroxyl-5-butylphenyl)butane CC1=C(C=C(C(=C1)O)CCCC)C(CC(C)C1=C(C=C(C(=C1)CCCC)O)C)C1=C(C=C(C(=C1)CCCC)O)C